(R)-N-Boc-2-(2-(1H-tetrazol-5-yl)ethyl)morpholine C(=O)(OC(C)(C)C)N1C[C@H](OCC1)CCC1=NN=NN1